5-[benzyloxycarbonyl(methyl)amino]-3-bromo-4,5,6,7-tetrahydrobenzothiophene-2-carboxylic acid C(C1=CC=CC=C1)OC(=O)N(C1CCC2=C(C(=C(S2)C(=O)O)Br)C1)C